N1C=NC=C1 (E)-1H-imidazole